4-(Anthracen-9-yl)-2-fluoro-1-methylpyridin-1-ium C1=CC=CC2=CC3=CC=CC=C3C(=C12)C1=CC(=[N+](C=C1)C)F